(R)-3-(2-chloro-6-ethynylpyridin-4-yl)-10-methyl-9,10,11,12-tetrahydro-8H-[1,4]diazepino[5',6':4,5]thieno[3,2-f]quinolin-8-one ClC1=NC(=CC(=C1)C1=NC=2C=CC3=C(C2C=C1)C1=C(S3)C(N[C@@H](CN1)C)=O)C#C